C=1(C(=CC=C2C=CC=CC12)N)C=1C(=CC=C2C=CC=CC12)N r-1,1'-binaphthyl-2,2'-diamine